N,N-diethyl-palmitic acid amide C(C)N(C(CCCCCCCCCCCCCCC)=O)CC